C(#N)C(CNC=1C(=CC=C2C=CC(=CC12)C1=CC=CC(=N1)C(=O)N[C@@H]1[C@@H](CN(CC1)C)F)OC)=C 6-{8-[(2-cyano-2-methylideneethyl)amino]-7-methoxynaphthalen-2-yl}-N-[(3R,4S)-3-fluoro-1-methylpiperidin-4-yl]pyridine-2-carboxamide